FC1=C(C=CC(=C1)F)S(=O)(=O)NC=1C(=NC=C(C1)C=1C=C2C(=NC=NC2=CC1)N1CCN(CC1)C(\C=C\C(C)=O)=O)OC([2H])([2H])[2H] (E)-2,4-difluoro-N-(2-(methoxy-d3)-5-(4-(4-(4-oxopent-2-enoyl)piperazin-1-yl)quinazolin-6-yl)pyridin-3-yl)benzenesulfonamide